C1(CC1)[C@@H](N[S@@](=O)C(C)(C)C)C=1C=CC2=C(N(C=N2)COCC[Si](C)(C)C)C1 (S)-N-((R)-Cyclopropyl(1-((2-(trimethylsilyl)ethoxy)methyl)-1H-benzo[d]imidazol-6-yl)methyl)-2-methylpropane-2-sulfinamide